bis-(4-hydroxyphenyl) ketone OC1=CC=C(C=C1)C(=O)C1=CC=C(C=C1)O